3-(2-(tetrahydro-2H-pyran-2-oxy)ethyl)benzofuran O1C(CCCC1)OCCC1=COC2=C1C=CC=C2